3-ethoxy-4-(1-hydroxyethyl)-5-iodophenol C(C)OC=1C=C(C=C(C1C(C)O)I)O